C(C)(=O)O[C@@H]1[C@H](O[C@H]([C@@H]([C@H]1OC(C)=O)OC(C)=O)OC1=CC=C(C=C1)C=O)C(=O)OC methyl (2S,3S,4S,5R,6S)-3,4,5-triacetoxy-6-(4-formylphenoxy)tetrahydropyran-2-carboxylate